2-methyl-9,10-dinaphthyl-anthracene CC1=CC2=C(C3=CC=CC=C3C(=C2C=C1)C1=CC=CC2=CC=CC=C12)C1=CC=CC2=CC=CC=C12